2-chloro-4-methoxymethyl-3,5,6-trifluorobenzyl (1R)-trans-3-(1-propenyl)-2,2-dimethylcyclopropanecarboxylate C(=CC)[C@H]1C([C@@H]1C(=O)OCC1=C(C(=C(C(=C1F)F)COC)F)Cl)(C)C